FC(C1CCN(CC1)C=1C=NC2=CC(=CC=C2C1)NC1CCC(CC1)N)(F)F N1-(3-(4-(trifluoromethyl)piperidin-1-yl)quinolin-7-yl)cyclohexane-1,4-diamine